C[C@H]1CC[C@@H](NC1)C=1C=C(C=CC1)C1CN(CC1)C(=O)OC(C)(C)C tert-butyl 3-[3-[(2R,5S)-5-methyl-2-piperidyl]phenyl]pyrrolidine-1-carboxylate